C(C=C)(=O)N1CC(CC1)C=1C=C(C=C2C=NC=NC12)C1=CC(=C(C(=O)NC2=NC=CC(=C2)C#N)C=C1)OC 4-(8-(1-propenoylpyrrolidin-3-yl)quinazolin-6-yl)-N-(4-cyanopyridin-2-yl)-2-methoxybenzamide